CN(C(=O)C1=CC=C(C=N1)B(O)O)C {6-[(dimethylamino)carbonyl]pyridin-3-yl}boronic acid